1,2,4,5-benzenetetraamine tetrahydrochloride Cl.Cl.Cl.Cl.C=1(C(=CC(=C(C1)N)N)N)N